5-(2-methylpyrimidin-5-yl)-1H-pyrazolo[3,4-d]thiazole-3-carboxamide CC1=NC=C(C=N1)C=1SC2=C(N1)NN=C2C(=O)N